C1(=CC(=CC=C1)NC1=NC(=NC(=N1)NC=1C=C(C=CC1)C)NC=1C=C(C=CC1)C)C N,N',N''-tris(m-tolyl)-1,3,5-triazine-2,4,6-triamine